C(C)OC(CC)OC(C)OC(=O)C1C2C=CC(C1)C2 5-(1-(1-ethoxypropyloxy)ethoxycarbonyl)-bicyclo[2.2.1]Hept-2-ene